C(CCCCCCCCC)(=O)OCCN(CCN(CC)CC)CCOC(OC(CCCCCCCCC(=O)OCC(CCCCCCCC)CCCCCC)CCCCCC)=O 2-hexyldecyl 6-(2-(decanoyloxy)ethyl)-3-ethyl-12-hexyl-10-oxo-9,11-dioxa-3,6-diazahenicosan-21-oate